(1S)-3-(butylsulfonimidoyl)-1-(1H-tetrazol-5-yl)propan-1-amine C(CCC)S(=O)(=N)CC[C@H](N)C1=NN=NN1